N1N=CC=C1CCC(=O)O 3-(1H-pyrazol-5-yl)propionic acid